(R)-N-(2-(hydroxymethyl)-2-methyl-6-(3-oxo-2,8-diazaspiro[4.5]decan-8-yl)-2,3-dihydrobenzofuran-5-yl)pyrazolo[1,5-a]pyrimidine-3-carboxamide OC[C@@]1(OC2=C(C1)C=C(C(=C2)N2CCC1(CC(NC1)=O)CC2)NC(=O)C=2C=NN1C2N=CC=C1)C